ClC=1C=C(OC2CCC(CC2)NC(=O)C=2N=NC(=CC2)N2CCC(CC2)CCC2=NC=C(C=C2)OC2=C(C=C(C=C2)S(=O)(=O)CC)C=2C3=C(C(N(C2)C)=O)NC=C3)C=CC1C#N N-[4-(3-chloro-4-cyano-phenoxy)cyclohexyl]-6-[4-[2-[5-[4-ethylsulfonyl-2-(6-methyl-7-oxo-1H-pyrrolo[2,3-c]pyridin-4-yl)phenoxy]-2-pyridyl]ethyl]-1-piperidyl]pyridazine-3-carboxamide